2-[(6-methoxy-2-methyl-1,2,3,4-tetrahydroisoquinolin-7-yl)amino]-4-[(2,3,4-trifluorophenyl)amino]pyrimidine-5-carboxamide COC=1C=C2CCN(CC2=CC1NC1=NC=C(C(=N1)NC1=C(C(=C(C=C1)F)F)F)C(=O)N)C